OC1=CC=C(CCNC(CCC(=O)[O-])=O)C=C1 4-((4-hydroxyphenethyl)amino)-4-oxobutanoate